2-[4-[methyl-(2-methylindazol-5-yl)amino]phenoxy]pyrido[3,4-d]pyrimidin-4-ol CN(C1=CC=C(OC=2N=C(C3=C(N2)C=NC=C3)O)C=C1)C1=CC3=CN(N=C3C=C1)C